(2r,4s)-2-(tert-butyl)-4-((methylthio)methyl)-5-oxooxazolidine-3-carboxylic acid benzyl ester C(C1=CC=CC=C1)OC(=O)N1[C@H](OC([C@H]1CSC)=O)C(C)(C)C